tetraisobutyl-1,3-propanediamine C(C(C)C)C(CC(N)(CC(C)C)CC(C)C)(N)CC(C)C